(1-(4-fluorophenyl)-1H-pyrazol-4-yl)boronic acid FC1=CC=C(C=C1)N1N=CC(=C1)B(O)O